BrC1=CC=C(C=C1)C1SCCC1 2-(4-bromophenyl)tetrahydrothiophene